tert-butyl N-[1-(8-bromo-7-fluoro-cinnolin-5-yl)-4-piperidyl]-N-cyclopropyl-carbamate BrC=1C(=CC(=C2C=CN=NC12)N1CCC(CC1)N(C(OC(C)(C)C)=O)C1CC1)F